tert-butyl 3-(hydroxymethyl)-6,8-dihydro-5H-[1,2,4]triazolo[4,3-a]pyrazine-7-carboxylate OCC1=NN=C2N1CCN(C2)C(=O)OC(C)(C)C